CC(C(=O)OCC(C)(C1=CC(=C(C=C1)F)Cl)NC(NC1=C(C(=CC=C1)CNC=1OC(=NN1)C)N)=S)(C)C 2-{[(2-amino-3-{[(5-methyl-1,3,4-oxadiazol-2-yl)amino]methyl}phenyl)carbamothioyl]amino}-2-(3-chloro-4-fluorophenyl)propyl 2,2-dimethylpropanoate